tert-butyl (6S,7S)-6-((2,3'-difluoro-[1,1'-biphenyl]-3-yl)methyl)-7-((N,N-dimethylsulfamoyl)amino)-5-azaspiro[2.4]heptane-5-carboxylate FC1=C(C=CC=C1C[C@@H]1N(CC2(CC2)[C@@H]1NS(N(C)C)(=O)=O)C(=O)OC(C)(C)C)C1=CC(=CC=C1)F